C(=C/[N+](=O)[O-])\\C(=O)O The molecule is an alpha,beta-unsaturated monocarboxylic acid that is acrylic acid in which one of the hydrogens at position 3 is replaced by a nitro group. It derives from an acrylic acid. It is a conjugate acid of a 3-nitroacrylate.